S(=O)(=O)(NC=1C=C(C=CC1)C[C@H](C(=O)O)[C@@H]1CNCC1)NC=1C=C(C=CC1)C[C@H](C(=O)O)[C@@H]1CNCC1 (2S,2'S)-3,3'-[Sulfonylbis(azanediyl-3,1-phenylene)]bis{2-[(3R)-pyrrolidin-3-yl]propanoic acid}